3-[4-(bromomethyl)-2-chloro-phenyl]-1,4-oxazepan-4-carboxylic acid tert-butyl ester C(C)(C)(C)OC(=O)N1C(COCCC1)C1=C(C=C(C=C1)CBr)Cl